3-[tert-butyl-(dimethyl)silyl]oxy-5-(cyclopropylmethyl)pyrrolidin-2-one C(C)(C)(C)[Si](OC1C(NC(C1)CC1CC1)=O)(C)C